ClC1=CC=C(C(=O)N\N=C\[C@]2([C@@H](N3C(C[C@H]3S2(=O)=O)=O)C(=O)O)C)C=C1 (2S,3R,5R)-3-((E)-(2-(4-chlorobenzoyl)hydrazono)methyl)-3-methyl-7-oxo-4-thia-1-azabicyclo[3.2.0]heptane-2-carboxylic acid 4,4-dioxide